NCC=1C=C(C(=O)O)C=CC1 M-(aminomethyl)benzoic acid